CC1N(C(C2=CC=C(C=C12)C1=NC=CC=C1)=O)C1C(NC(CC1)=O)=O 3-{3-methyl-1-oxo-5-(pyridin-2-yl)isoindolin-2-yl}piperidine-2,6-dione